(Z)-N-(5-(N-(tert-butyl)aminosulfonyl)pyridin-2-yl)-2-cyano-3-hydroxy-3-(5-methylisoxazol-4-yl)acrylamide C(C)(C)(C)NS(=O)(=O)C=1C=CC(=NC1)NC(\C(=C(\C=1C=NOC1C)/O)\C#N)=O